6-chloro-1-(2,6-diethylphenyl)-4-((2S)-2-methyl-4-(2-propenoyl)-1-piperazinyl)-7-(6-oxa-9-azaspiro[4.5]decan-9-yl)pyrido[2,3-d]pyrimidin-2(1H)-one ClC1=CC2=C(N(C(N=C2N2[C@H](CN(CC2)C(C=C)=O)C)=O)C2=C(C=CC=C2CC)CC)N=C1N1CCOC2(CCCC2)C1